C[C@@H]1N(C[C@H](N(C1)C(=O)C1(OC1)C)C)C(=O)OC(C)(C)C tert-butyl (2S,5R)-2,5-dimethyl-4-(2-methyloxirane-2-carbonyl)piperazine-1-carboxylate